C(=O)[O-].C(C)(=O)OC(OC(C(=O)OC1CC2CCC(C1)[N+]21CCCC1)(C1=CC=CC=C1)C1=CC=CC=C1)C1CCC1 3-(2-(Acetoxy(cyclobutyl)methoxy)-2,2-diphenylacetoxy)spiro[bicyclo[3.2.1]octane-8,1'-pyrrolidin]-8-ium formate